FC(C(=O)OCC)(C1=C(C=CC=C1)Cl)F ethyl 2,2-difluoro-2-(2-chlorophenyl)acetate